5-bromo-N-((4,6-dimethyl-2-oxo-1,2-dihydropyridin-3-yl)methyl)-2-methyl-3-(methyl-(tetrahydro-2H-pyran-4-yl)amino)benzamide BrC=1C=C(C(=C(C(=O)NCC=2C(NC(=CC2C)C)=O)C1)C)N(C1CCOCC1)C